1-Tert-butyl (3-((1-(1-(2,6-dioxopiperidin-3-yl)-3-methyl-2-oxo-2,3-dihydro-1H-benzo[d]imidazol-5-yl)piperidin-4-yl)oxy)propyl)(methyl)carbamate O=C1NC(CCC1N1C(N(C2=C1C=CC(=C2)N2CCC(CC2)OCCCN(C(OC(C)(C)C)=O)C)C)=O)=O